2-[2-(1-pyrrolidinyl)ethoxy]ethyl-N-methyl-N-(n-butyl)-amine N1(CCCC1)CCOCCN(CCCC)C